FC1=CC=C(C(=O)NC2(CC2)C2=NC=3CCCN(C3C=C2)C(=O)C2OCCCC2)C=C1 4-fluoro-N-{1-[5-(oxane-2-carbonyl)-5,6,7,8-tetrahydro-1,5-naphthyridin-2-yl]cyclopropyl}benzamide